ClC=1C=C2C(=NC1)[C@]1([C@@](O2)([C@@H]([C@H]([C@H]1O)C(=O)OC)C1=CC=CC=C1)C1=CC=C(C=C1)C#N)O |r| rac-methyl (5aR,6S,7R,8R,8aS)-3-chloro-5a-(4-cyanophenyl)-8,8a-dihydroxy-6-phenyl-5a,7,8,8a-tetrahydro-6H-cyclopenta[4,5]furo[3,2-b]pyridine-7-carboxylate